ClC=1C(=C(C=CC1)NC=1C2=C(N=CN1)C=CC(=N2)C21CN(CCC1C2)C(C=C)=O)F 1-(1-(4-((3-chloro-2-fluorophenyl)amino)pyrido[3,2-d]pyrimidin-6-yl)-3-azabicyclo[4.1.0]heptan-3-yl)prop-2-en-1-one